BrC1=C(C(=CC(=C1)F)C(N)=O)NC(=O)C1CCOCC1 N-(2-bromo-6-carbamoyl-4-fluoro-phenyl)tetrahydropyran-4-carboxamide